C1(CC1)CCN[C@@H]1CCC=2C=C(C(=C(C2C1)F)N1CC(NS1(=O)=O)=O)O 5-{(7R)-7-[(2-cyclopropylethyl)amino]-1-fluoro-3-hydroxy-5,6,7,8-tetrahydronaphthalen-2-yl}-1λ6,2,5-thiadiazolidine-1,1,3-trione